ClC1=C2C=C(NC2=CC=C1)C(=O)N(C)[C@H]1COCC=2NC(C=3C=C(C=CC3C21)F)=O (R)-4-chloro-N-(8-fluoro-6-oxo-1,4,5,6-tetrahydro-2H-pyrano[3,4-c]isoquinolin-1-yl)-N-methyl-1H-indole-2-carboxamide